C(C)(C)(C)OC(N(C)C1CNCC1C)=O 4-methylpyrrolidin-3-yl-(methyl)carbamic acid tert-butyl ester